imidazo[1,2-a][1,8]naphthyridine-8-carbaldehyde N1=CC=CC=2C=CC=3N(C12)C=C(N3)C=O